CN(C1=CC=C(CNC2=C(SC=C2)C(=O)N2CCN(CC2)CC2=CC=C(C=C2)N(C)C)C=C1)C (3-((4-(dimethylamino)benzyl)amino)thiophen-2-yl)(4-(4-(dimethylamino)benzyl)piperazin-1-yl)methanone